C(CCCCCCC(=O)OC(CCCCCCCC)CCCCCCCC)(=O)O[C@@H](COCC1=CC=CC=C1)COC(CCCCCCCCCCCCCCC)=O (S)-1-(1-(Benzyloxy)-3-(palmitoyloxy)propan-2-yl) 8-(heptadecan-9-yl) octanedioate